(3S,6S,10aS)-3-((6R,7S)-7-cyano-6-(3-cyanophenyl)-4-azaspiro[2.4]heptane-4-carbonyl)-5-oxodecahydropyrrolo[1,2-a]azocin C(#N)[C@H]1[C@@H](CN(C12CC2)C(=O)[C@@H]2CC[C@H]1N2C(CCCCC1)=O)C1=CC(=CC=C1)C#N